Cl.C(C)(C)(C)OC([C@H](CCC)N[C@@H]1CC2=C(C=C(C=C2CC1)F)Cl)=O (S)-tert-butyl-2-(((S)-8-chloro-6-fluoro-1,2,3,4-tetrahydronaphthalen-2-yl)amino)pentanoate hydrochloride